OC(C)(C)C1=CC=C(C=N1)C=1N=C2C(=NC1)N=CCN2C2=CC=CC=C2 6-(6-(2-hydroxypropan-2-yl)pyridin-3-yl)-4-phenyl-3,4-dihydropyrazino[2,3-b]pyrazin